(R)-N-(2-(3-fluoropyrrolidin-1-yl)phenyl)-4-fluorobenzo[d]isothiazol-1,1-dioxide F[C@H]1CN(CC1)C1=C(C=CC=C1)N1S(C2=C(C1)C(=CC=C2)F)(=O)=O